C[Si](=[Hf](C1C=C(C=C1)CCCC)(C1C=CC=2C3=C(C=CC12)C=CC=C3)(=[SiH2])(C)(C)(C)C)C Dimethyl-tetramethyldisilylene(benzo[e]inden-3-yl)(3-butyl-cyclopentadienyl)hafnium